4-(N,N-di(tert-butyloxycarbonyl)-amino)-5-bromo-8-methoxyquinazoline C(C)(C)(C)OC(=O)N(C(=O)OC(C)(C)C)C1=NC=NC2=C(C=CC(=C12)Br)OC